5-(1-(2,2-difluoroethyl)-2-methyl-1H-imidazo[4,5-b]pyridin-6-yl)-N-(2-methoxyethyl)pyrrolo[2,1-f][1,2,4]triazin-2-amine FC(CN1C(=NC2=NC=C(C=C21)C=2C=CN1N=C(N=CC12)NCCOC)C)F